ClC=1C=C(C(=NC1)OC)S(=O)(=O)NC1=C(C(=C(C=C1)F)C=1C=CC=2N(C1)C=NC2C=2N(C=C(N2)Cl)COCC[Si](C)(C)C)F 5-chloro-N-[3-[1-(4-chloro-1-[[2-(trimethylsilyl)ethoxy]methyl]imidazol-2-yl)imidazo[1,5-a]pyridin-6-yl]-2,4-difluorophenyl]-2-methoxypyridine-3-sulfonamide